benzyl {3,5-difluoro-4-[(3-{3-[(propan-2-yl)oxy]oxetan-3-yl}-1-{[2-(trimethylsilyl)ethoxy]methyl}-1H-pyrrolo[2,3-b]pyridin-4-yl)oxy]phenyl}carbamate FC=1C=C(C=C(C1OC1=C2C(=NC=C1)N(C=C2C2(COC2)OC(C)C)COCC[Si](C)(C)C)F)NC(OCC2=CC=CC=C2)=O